4-chloro-2-fluoro-5-((2,2,2-trifluoroethyl)sulfinyl)aniline ClC1=CC(=C(N)C=C1S(=O)CC(F)(F)F)F